CC1=CC(=C(C=C1C2=CC(=C(C=C2C)O)[C@@]3(CC[C@H]4[C@@]3(C4)C)C)[C@@]5(CC[C@H]6[C@@]5(C6)C)C)O The molecule is a sesquiterpenoid that is a dimer of a cyclolaurane type sesquiterpene. Isolated from the marine red algae Laurencia nidifica and Laurencia tristicha, it exhibits antineoplastic activity. It has a role as an antineoplastic agent and an algal metabolite. It is a sesquiterpenoid, a member of biphenyls and a member of phenols.